[Si](C)(C)(C(C)(C)C)O[C@@H]1CC(C[C@H](C1)O[Si](C)(C)C(C)(C)C)=C\C=C/1\[C@@H]2CC[C@@H]([C@]2(CCC1)C)[C@@H](CN1C[C@@H](CC1)C(F)F)C (R)-1-((S)-2-((1R,3aS,7aR,E)-4-(2-((3R,5R)-3,5-bis((t-butyldimethylsilyl)oxy)cyclohexylidene)ethylidene)-7a-methyloctahydro-1H-inden-1-yl)propyl)-3-(difluoromethyl)pyrrolidin